C(C)(C)C1=C(C(=CC(=C1)N1CC(CCC1)C)C(C)C)O 2,6-diisopropyl-4-(3-methylpiperidin-1-yl)phenol